C(C)N(C(=O)C1CN(CCC1)C(CC1N(C(CC1)=O)CC1=CC(=CC=C1)C(F)(F)F)=O)CC N,N-diethyl-1-[2-[5-oxo-1-[[3-(trifluoromethyl)phenyl]methyl]pyrrolidin-2-yl]acetyl]piperidine-3-carboxamid